(2E)-3-(2,2-difluoro-2H-1,3-benzodioxol-5-yl)-1-[4-(2-methoxypyrimidine-5-carbonyl)piperazin-1-yl]prop-2-en-1-one FC1(OC2=C(O1)C=CC(=C2)/C=C/C(=O)N2CCN(CC2)C(=O)C=2C=NC(=NC2)OC)F